N1-((S)-4-methyl-1-oxo-1-(((S)-3-oxo-1-((S)-2-oxopyrrolidin-3-yl)-4-(2,3,5,6-tetrafluorophenoxy)butan-2-yl)amino)pentan-2-yl)-N2-((R)-tetrahydro-2H-pyran-3-yl)oxalamide CC(C[C@@H](C(N[C@@H](C[C@H]1C(NCC1)=O)C(COC1=C(C(=CC(=C1F)F)F)F)=O)=O)NC(C(=O)N[C@H]1COCCC1)=O)C